ClC=1N=C(C2=C(N1)N(C(=C2F)CCN(C(OC(C)(C)C)=O)C)COCC[Si](C)(C)C)Cl tert-Butyl (2-(2,4-dichloro-5-fluoro-7-((2-(trimethylsilyl)ethoxy)methyl)-7H-pyrrolo[2,3-d]pyrimidin-6-yl)ethyl)(methyl)carbamate